tert-Butyl (5-cyclopropylpyridin-3-yl)carbamate C1(CC1)C=1C=C(C=NC1)NC(OC(C)(C)C)=O